(S)-6-(2-(pyrrolidin-2-yl)benzo[d]oxazol-5-yl)picolinonitrile TFA salt OC(=O)C(F)(F)F.N1[C@@H](CCC1)C=1OC2=C(N1)C=C(C=C2)C2=CC=CC(=N2)C#N